tert-butyl (R)-4-(chlorocarbonyl)-3-methylpiperazine-1-carboxylate ClC(=O)N1[C@@H](CN(CC1)C(=O)OC(C)(C)C)C